(1R)-6-chloro-N-[2,4-difluoro-3-(2-{[1-(1-methoxypropan-2-yl)piperidin-4-yl]amino}quinazolin-6-yl)phenyl]-1-hydroxy-2,3-dihydro-1H-indene-4-sulfonamide ClC=1C=C(C=2CC[C@H](C2C1)O)S(=O)(=O)NC1=C(C(=C(C=C1)F)C=1C=C2C=NC(=NC2=CC1)NC1CCN(CC1)C(COC)C)F